N-neopentyl-4-(1,7-diaza-7-spiro[4.4]nonyl)-5-(3,5-difluorophenyl)nicotinamide C(C(C)(C)C)NC(C1=CN=CC(=C1N1CC2(CCCN2)CC1)C1=CC(=CC(=C1)F)F)=O